[5-(sulfamoyl)-4-methyl-1,3-thiazol-2-yl]-N-methyl-2-[4-(2-pyridinyl)-phenyl]-acetamide S(N)(=O)(=O)C1=C(N=C(S1)C(C(=O)NC)C1=CC=C(C=C1)C1=NC=CC=C1)C